BrC1=CC=CC=2S(CCC21)(=O)=O 4-bromo-2,3-dihydrobenzo[b]thiophene 1,1-dioxide